diethylthioether C(C)SCC